methyl tosylate (methyl tosylate) CC1=C(S(=O)(=O)O)C=CC(=C1)C.S(=O)(=O)(OC)C1=CC=C(C)C=C1